CN1N=C(C(=C1)C1=CN=CC(=N1)N1CCC(CC1)(O)C1=CC(=C(C(=C1)F)F)F)C 1-(6-(1,3-dimethyl-1H-pyrazol-4-yl)pyrazin-2-yl)-4-(3,4,5-trifluorophenyl)piperidin-4-ol